C[C@@H]1N[C@@H](C[C@]2(C1)OCCC1=C2SC(=C1CO)C(F)(F)F)C=1N=NN(C1)C [(2'S,6'S,7S)-2'-methyl-6'-(1-methyltriazol-4-yl)-2-(trifluoromethyl)spiro[4,5-dihydrothieno[2,3-c]pyran-7,4'-piperidine]-3-yl]methanol